1-methyl-3-(pentafluoroethyl)benzene CC1=CC(=CC=C1)C(C(F)(F)F)(F)F